[4-[(2,2-dimethyl-1,3-dioxolan-4-yl)methyl]phenyl]methanol CC1(OCC(O1)CC1=CC=C(C=C1)CO)C